methylenebis[4-isocyanatocyclohexane] C(C1CCC(CC1)N=C=O)C1CCC(CC1)N=C=O